[C@H]12CNC[C@H](CC1)C2NC(OC(C)(C)C)=O tert-butyl (1R,5S,8s)-3-azabicyclo[3.2.1]oct-8-ylcarbamate